FC=1C(=C(C=C(C1)F)CNC(=O)C=1C(=NC=C(C1)C=1C=CC=2N(N1)C=C(N2)NC(CC)=O)OC)OC2CCOCC2 N-{[3,5-difluoro-2-(oxan-4-yloxy)phenyl]methyl}-2-methoxy-5-{2-propanamidoimidazo[1,2-b]pyridazin-6-yl}pyridine-3-carboxamide